tert-butyl 4-hydroxy-4-(((3-(hydroxymethyl)bicyclo[1.1.1]pentan-1-yl)amino)methyl)piperidine-1-carboxylate OC1(CCN(CC1)C(=O)OC(C)(C)C)CNC12CC(C1)(C2)CO